O=C1N(CC2=CC(=CC=C12)N1CCC(CC1)=O)C1C(NC(CC1)=O)=O 3-[1-oxo-5-(4-oxopiperidin-1-yl)-3H-isoindol-2-yl]piperidine-2,6-dione